BrC=1C=NC=C(C1)C1(CC(C1)C)C1=NN=CN1C cis-3-bromo-5-(3-methyl-1-(4-methyl-4H-1,2,4-triazol-3-yl)cyclobutyl)pyridine